[Cl-].ClC1N(CCN1C)C 2-chloro-1,3-dimethylimidazoline chloride